1,2,3-trimethoxy-5-[(E)-prop-1-enyl]benzene COC1=C(C(=CC(=C1)\C=C\C)OC)OC